FC1=CC(=C(C=C1OC)C1=CC(=NO1)CO)C(F)(F)F (5-(4-Fluoro-5-methoxy-2-(trifluoromethyl)phenyl)isoxazol-3-yl)methanol